(3R)-3-((1R,3R)-1-(5-fluoro-2-(2-((3-fluoropropyl)(methyl)amino)ethoxy)-3-methyl-pyridin-4-yl)-3-methyl-1,3,4,9-tetrahydro-2H-pyrido[3,4-b]indol-2-yl)butanoic acid FC=1C(=C(C(=NC1)OCCN(C)CCCF)C)[C@H]1N([C@@H](CC2=C1NC1=CC=CC=C21)C)[C@@H](CC(=O)O)C